9-ethoxy-7-methoxy-10H-[1,3]dioxolo[4,5-b]xanthen-10-one C(C)OC=1C=C(C=C2OC=3C=C4C(=CC3C(C12)=O)OCO4)OC